N4-[2-(dimethylphosphoryl)-5-(trifluoromethyl)phenyl]-N2-(piperidin-3-yl)-5-(trifluoromethyl)pyrimidin-2,4-diamine CP(=O)(C)C1=C(C=C(C=C1)C(F)(F)F)NC1=NC(=NC=C1C(F)(F)F)NC1CNCCC1